2-(6,6-Dimethyl-1,4,5,7-tetrahydroindazol-3-yl)-1H-indole-5-carboxylic acid CC1(CCC=2C(=NNC2C1)C=1NC2=CC=C(C=C2C1)C(=O)O)C